1-(isobutyl)-1,2-epoxycyclohexane C(C(C)C)C12C(CCCC1)O2